tert-butyl ((trans)-3-((6-(1-methyl-1H-pyrazol-4-yl)pyrazolo[1,5-a]pyrazin-4-yl)oxy)cyclopentyl)carbamate CN1N=CC(=C1)C=1N=C(C=2N(C1)N=CC2)O[C@@H]2C[C@H](CC2)NC(OC(C)(C)C)=O